8-((2S,5R)-4-((4-fluorophenyl)(5-fluoropyridin-3-yl)methyl)-2,5-dimethylpiperazin-1-yl)-5-methyl-6-oxo-5,6-dihydro-1,5-naphthyridine-2-carbonitrile FC1=CC=C(C=C1)C(N1C[C@@H](N(C[C@H]1C)C1=CC(N(C=2C=CC(=NC12)C#N)C)=O)C)C=1C=NC=C(C1)F